ClC1=C(C=CC=C1NC=1C=NC(=CC1Cl)C)[C@@]1(CC(N(C(N1)=N)C1CCOCC1)=O)C (6S)-6-{2-Chloro-3-[(4-chloro-6-methylpyridin-3-yl)amino]-phenyl}-2-imino-6-methyl-3-(tetrahydropyran-4-yl)-hexahydropyrimidin-4-one